ClC=1C=CC2=C(CCC=3C(=NC=CC3)C2=C2CCN(CC2)CCCCO)C1 4-(4-(8-chloro-5,6-dihydro-11H-benzo[5,6]cyclohepta[1,2-b]pyridin-11-ylidene)piperidin-1-yl)butan-1-ol